CC(CN1C(C=CC1=O)=O)(CC(CCN1C(C=CC1=O)=O)C)C N,N'-(2,2,4-trimethylhexamethylene)bismaleimide